2-(p-dimethylaminophenyl)benzo[4,5]benzoOxazole CN(C1=CC=C(C=C1)C=1OC2=C(N1)C=CC1=C2C=CC=C1)C